2-ethyl-6-fluoro-4-(4-(4-methoxypyridin-3-yl)piperazine-1-carbonyl)phthalazin-1(2H)-one C(C)N1C(C2=CC=C(C=C2C(=N1)C(=O)N1CCN(CC1)C=1C=NC=CC1OC)F)=O